diphenic acid C=1(C(C(=O)O)=CC=CC1)C=1C(C(=O)O)=CC=CC1